NCC=1C=CC(=C(C(=O)NC2=C3C=NN(C3=CC=C2)C2=CC=C(C=C2)C(F)(F)F)C1)Cl 5-(aminomethyl)-2-chloro-N-{1-[4-(trifluoromethyl)phenyl]-1H-indazol-4-yl}benzamide